S1C(=CC=C1)C=1SC=2CNCCC2N1 2-(Thiophen-2-yl)-4,5,6,7-tetrahydrothiazolo[5,4-c]pyridine